ClC1=C(C=2N=C(N=C(C2C(=N1)C)N1CC2(CCC(C1)N2C(=O)OC(C)(C)C)COC([2H])([2H])[2H])SC)F Tert-butyl 3-(7-chloro-8-fluoro-5-methyl-2-(methylthio) pyrido[4,3-d]pyrimidin-4-yl)-1-((methoxy-d3) methyl)-3,8-diazabicyclo[3.2.1]octane-8-carboxylate